FC1=C2C=CNC2=CC(=C1OC=1C=C(C=CC1)C=1NC=C(N1)[C@](C)(O)C=1C=C(C=CC1)[C@H]1[C@@H](C1)C(=O)OCC)F |&1:22| rac-Ethyl (1r,2r)-2-(3-(1-(2-(3-((4,6-difluoro-1H-indol-5-yl)oxy)phenyl)-1H-imidazol-4-yl)-1-hydroxyethyl)phenyl)cyclopropane-1-carboxylate